The molecule is a cardiolipin in which the phosphatidyl acyl groups at positions 1, 1' and 2 are specified as linoleoyl, while that at position 2' is specified as palmitoyl. It derives from a linoleic acid and a hexadecanoic acid. It is a conjugate acid of a 1,1',2-trilinoleoyl-2'-palmitoyl cardiolipin(2-). CCCCCCCCCCCCCCCC(=O)O[C@H](COC(=O)CCCCCCC/C=C\\C/C=C\\CCCCC)COP(=O)(O)OCC(COP(=O)(O)OC[C@@H](COC(=O)CCCCCCC/C=C\\C/C=C\\CCCCC)OC(=O)CCCCCCC/C=C\\C/C=C\\CCCCC)O